N1C2=C(OC(C1)CO)N=CC=C2 (2,3-dihydro-1H-pyrido[2,3-b][1,4]oxazin-3-yl)methanol